FC1=C(C=CC2=CC=CC=C12)C=1NC(=C(N1)C=1C=C(C=CC1)C)C1=CC=NC=C1 4-[2-(1-fluoronaphthalen-2-yl)-4-(m-tolyl)-1H-imidazol-5-yl]pyridine